CC(C)(C)[S@@](=O)/N=C/C=1C=C2C(=CN1)N(N=C2C)CC(F)(F)F (R,E)-2-methyl-N-((3-methyl-1-(2,2,2-trifluoroethyl)-1H-pyrazolo[3,4-c]pyridin-5-yl)methylene)propane-2-sulfinamide